6-fluoro-1-[2-(4-piperazin-1-yl-anilino)-pyrimidin-4-yl]-1H-indole-3-carboxamide FC1=CC=C2C(=CN(C2=C1)C1=NC(=NC=C1)NC1=CC=C(C=C1)N1CCNCC1)C(=O)N